tert-Butyl 7-(4-(2-(1-(6,7-dihydro-5H-pyrrolo[1,2-c]imidazol-1-yl)-2-oxo-2-(thiazol-2-ylamino)ethyl)-7-fluoro-3-oxoisoindolin-5-yl)phenyl)-2,7-diazaspiro[3.5]nonane-2-carboxylate C1(=C2N(C=N1)CCC2)C(C(NC=2SC=CN2)=O)N2CC1=C(C=C(C=C1C2=O)C2=CC=C(C=C2)N2CCC1(CN(C1)C(=O)OC(C)(C)C)CC2)F